FC1OC2=CC=CC=C2CC1 fluorochromane